(2-methoxymethoxy-3-trimethylsilyl-5-trifluoromethylphenyl)-(2-isopropylphenyl)chlorophosphine COCOC1=C(C=C(C=C1[Si](C)(C)C)C(F)(F)F)P(Cl)C1=C(C=CC=C1)C(C)C